1-(1-methyl-6-(4-(piperidin-4-ylmethyl)piperazin-1-yl)-1H-indazol-3-yl)dihydropyrimidine-2,4(1H,3H)-dione CN1N=C(C2=CC=C(C=C12)N1CCN(CC1)CC1CCNCC1)N1C(NC(CC1)=O)=O